C(#N)C=1C=CC(=C(C1)C1=CN=C(O1)C(=O)N[C@H]1CN([C@@H](C1)C)C#N)OC(F)(F)F 5-(5-Cyano-2-(trifluoromethoxy)phenyl)-N-((3R,5R)-1-cyano-5-methylpyrrolidin-3-yl)oxazole-2-carboxamide